N-(2-(3-(but-3-yn-1-yl)-3H-diazirin-3-yl)ethyl)-1-(4-((7-oxo-7H-furo[3,2-g]chromen-9-yl)oxy)butanamido)-3,6,9,12-tetraoxapentadecan-15-amide C(CC#C)C1(N=N1)CCNC(CCOCCOCCOCCOCCNC(CCCOC=1C2=C(C=C3C=CC(OC13)=O)C=CO2)=O)=O